C1(=CC=CC=C1)P(=O)(C)NC=1C=C(C=C(C(=O)O)C1)C(=O)O 5-((phenyl-methyl-phosphoryl)amino)isophthalic acid